(S)-tert-butyl (2-(5,6-dimethyl-6H-pyrido[4,3-b]carbazole-9-carboxamido)propyl)carbamate CC1=C2C(=CC=3C=4C=C(C=CC4N(C13)C)C(=O)N[C@H](CNC(OC(C)(C)C)=O)C)C=NC=C2